N-(2-(5-(6-(3-cyanopyrrolo[1,2-b]pyridazin-7-yl)-4-(isopropylamino)pyridin-3-yl)-1,3,4-thiadiazol-2-yl)-2-azaspiro[3.5]non-7-yl)acetamide C(#N)C1=CC=2N(N=C1)C(=CC2)C2=CC(=C(C=N2)C2=NN=C(S2)N2CC1(C2)CCC(CC1)NC(C)=O)NC(C)C